C(#N)C=1C=C(C=CC1)C=1N=C(SC1C1=CC(=NC(=C1)C)C(C)(C)OCC1=CC=C(C=C1)OC)NC(=O)N1CC2(COC2)C1 N-[4-(3-cyanophenyl)-5-[2-[1-[(4-methoxyphenyl)methoxy]-1-methyl-ethyl]-6-methyl-4-pyridyl]thiazol-2-yl]-2-oxa-6-azaspiro[3.3]heptane-6-carboxamide